NC=1C(=C(C=C2C=C(N=CC12)NC1=NN2CC(NCCC2=C1)=O)C1=CN=C2[C@@H](CCNC2=C1C)C#N)F |r| (+/-)-7-(8-amino-7-fluoro-3-((7-oxo-5,6,7,8-tetrahydro-4H-pyrazolo[1,5-d][1,4]diazepin-2-yl)amino)isoquinolin-6-yl)-8-methyl-1,2,3,4-tetrahydro-1,5-naphthyridine-4-carbonitrile